4-bromo-2-((S)-3-carboxybutanoyl)-6-methoxybenzo[b]thiophen BrC1=CC(=CC=2SC(=CC21)C(C[C@H](C)C(=O)O)=O)OC